FC(C1=NN(C=C1[N+](=O)[O-])C1CCC(CC1)COCCNC1=C2C(N(C(C2=CC=C1)=O)C1C(NC(CC1)=O)=O)=O)F 4-[2-[[4-[3-(difluoromethyl)-4-nitro-pyrazol-1-yl]cyclohexyl]methoxy]ethylamino]-2-(2,6-dioxo-3-piperidyl)isoindoline-1,3-dione